(trans,trans)-4'-(4,4,4-Trifluorobutyl)[1,1'-bicyclohexyl]-4-carboxylic acid FC(CCCC1CCC(CC1)C1CCC(CC1)C(=O)O)(F)F